N1C=C(C2=CC=CC=C12)CCN(C(OC(C)(C)C)=O)CC1=CC=C(C=C1)\C=C\C(N/N=C/CC)=O tert-Butyl (2-(1H-indol-3-yl)ethyl)(4-((E)-3-oxo-3-(2-((E)-propylidene)hydrazineyl) prop-1-en-1-yl)benzyl)carbamate